FC1=C(C(C1(F)F)(F)F)C(C(F)(F)F)(C(F)(F)F)C(F)(F)F 1,3,3,4,4-pentafluoro-2-(1,1,1,3,3,3-hexafluoro-2-(trifluoromethyl)propan-2-yl)cyclobut-1-ene